ClC1=C(C=C2CCN(C2=C1)C1=NC=NC2=CC=C(C=C12)C=1C=C(C=NC1)CO)F [5-[4-(6-chloro-5-fluoro-indolin-1-yl)quinazolin-6-yl]-3-pyridyl]methanol